1-(2-((2-chloro-phenyl)amino)-5-fluoro-pyrimidin-4-yl)-N-(2-hydroxy-1-phenylethyl)-1H-pyrrole-3-carboxamide ClC1=C(C=CC=C1)NC1=NC=C(C(=N1)N1C=C(C=C1)C(=O)NC(CO)C1=CC=CC=C1)F